CC1=NNC(C2=CC(=CC=C12)N1CCN(CC1)C[C@@H]1CNCCO1)=O 4-methyl-7-(4-(((S)-morpholin-2-yl)methyl)piperazin-1-yl)-1-oxophthalazine